3-(6-methoxypyridazin-3-yl)-6-(4-nitrophenyl)thieno[2,3-D]pyrimidine-2,4(1H,3H)-dione COC1=CC=C(N=N1)N1C(NC2=C(C1=O)C=C(S2)C2=CC=C(C=C2)[N+](=O)[O-])=O